C1NCCC2=CC(=CC=C12)N1C(CCCC1=O)=O (1,2,3,4-tetrahydroisoquinolin-6-yl)piperidine-2,6-dione